(2S,4R)-methyl 4-hydroxy-1-(3-methyl-2-(3-(prop-2-yn-1-yloxy)isoxazol-5-yl)butanoyl)pyrrolidine-2-carboxylate O[C@@H]1C[C@H](N(C1)C(C(C(C)C)C1=CC(=NO1)OCC#C)=O)C(=O)OC